zinc-chromium-silicon [Si].[Cr].[Zn]